S(=O)(=O)(OOCCC)[O-] propoxyl sulfate